(R)-N-((5-cyclohexylpyrazin-2-yl)methyl)-N-(4-oxo-3-((2-(trimethylsilyl)ethoxy)methyl)-3,4-dihydroquinazolin-7-yl)-1-((perfluorophenyl)sulfonyl)azetidine-2-carboxamide C1(CCCCC1)C=1N=CC(=NC1)CN(C(=O)[C@@H]1N(CC1)S(=O)(=O)C1=C(C(=C(C(=C1F)F)F)F)F)C1=CC=C2C(N(C=NC2=C1)COCC[Si](C)(C)C)=O